N(=C=O)CCC[Si](OCCC)(OCCC)OCCC isocyanatopropyl-tripropoxysilane